phenylacetyl-benzoyl-methane propyl-5-((formyloxy)methyl)furan-2-carboxylate C(CC)OC(=O)C=1OC(=CC1)COC=O.C1(=CC=CC=C1)CC(=O)CC(C1=CC=CC=C1)=O